3-azido-1,1,1-trifluoroheptadecene N(=[N+]=[N-])C(=CC(F)(F)F)CCCCCCCCCCCCCC